[Li].C1C=CC2=CC=CC=C12 indene lithium salt